5-(aminomethyl)-7a-(4-bromophenyl)-6-(hydroxymethyl)-4-methoxy-7-phenyl-5,6,7,7a-tetrahydro-4bH-cyclopenta[4,5]furo[2,3-c]pyridin-4b-ol NCC1C(C(C2(C1(C1=C(C=NC=C1OC)O2)O)C2=CC=C(C=C2)Br)C2=CC=CC=C2)CO